C(C)(C)(C)OC(=O)N(C(OC(C)(C)C)=O)CC1=C(C=C(C=C1)C1=C(N=CS1)C)C#N tert-Butyl N-tert-butoxycarbonyl-N-[[2-cyano-4-(4-methylthiazol-5-yl)phenyl]methyl]carbamate